CN(C)N1N=NC=C1 (dimethylamino)-1H-1,2,3-triazole